2-(difluoromethyl)-N-(3-ethyl-1,1-dimethyl-indan-4-yl)tetrahydrobenzodiazepine-3-Carboxamide FC(N1NC2=C(CCC1C(=O)NC1=C3C(CC(C3=CC=C1)(C)C)CC)C=CC=C2)F